The molecule is an alkaloid ester, a methyl ester, a benzoate ester, an organic heteropentacyclic compound and a yohimban alkaloid. It derives from a hydride of a yohimban. CO[C@H]1[C@@H](C[C@@H]2CN3CCC4=C([C@H]3C[C@@H]2[C@@H]1C(=O)OC)NC5=CC=CC=C45)OC(=O)C6=CC(=C(C(=C6)OC)OC)OC